N1C[C@@H](CCC1)C1=NC=2C(=NC=CC2C2CCN(CC2)C(=O)C2=CC=C(C=C2)OC(F)(F)F)N1 |r| (rac)-[4-[2-(3-piperidyl)-3H-imidazo[4,5-b]pyridin-7-yl]-1-piperidyl]-[4-(trifluoromethoxy)phenyl]methanone